CN=C(N)[S-] N'-methylcarbamimidothioate